(S)-6-{2-[3-(1H-indazol-1-yl)pyridine-2-yl]-2-aminoethyl}-5-fluoropyridine-2-carbonitrile formate C(=O)O.N1(N=CC2=CC=CC=C12)C=1C(=NC=CC1)[C@H](CC1=C(C=CC(=N1)C#N)F)N